C(CCCCCCCC(=O)[O-])(=O)OC(CCCCCCCCC)=O Decanoyl Azelate